O1CCCC2=CC(=CC=C12)CC=1C=C(C=CC1OC(F)(F)F)[C@@H]1O[C@@H]([C@H]([C@@H]([C@H]1O)O)O)CO (2S,3R,4R,5S,6R)-2-(3-Chroman-6-ylmethyl-4-trifluoromethoxy-phenyl)-6-hydroxymethyl-tetrahydro-pyran-3,4,5-triol